(2R,5S)-1-((3,3-difluorocyclobutyl)(3,4-difluorophenyl)methyl)-2,5-dimethylpiperazine hydrochloride Cl.FC1(CC(C1)C(N1[C@@H](CN[C@H](C1)C)C)C1=CC(=C(C=C1)F)F)F